N-[(4R)-1-methyl-1H,4H,5H,6H-cyclopenta[d]Imidazol-4-yl]-1-{[2-(trimethylsilyl)ethoxy]Methyl}-1H-pyrazole-3-carboxamide CN1C=NC2=C1CC[C@H]2NC(=O)C2=NN(C=C2)COCC[Si](C)(C)C